Cl[C@H]1[C@H](Cl)[C@@H](Cl)[C@H](Cl)[C@@H](Cl)[C@@H]1Cl β-hexachlorocyclohexane